N-((4'-(Dimethylamino)-[1,1'-biphenyl]-4-yl)methyl)-N-(3-(2-methyl-3-oxo-2,3-dihydroisothiazol-5-yl)phenyl)cyclohexanecarboxamide CN(C1=CC=C(C=C1)C1=CC=C(C=C1)CN(C(=O)C1CCCCC1)C1=CC(=CC=C1)C1=CC(N(S1)C)=O)C